2-[[3-(triethoxysilyl)propyl]dithio]benzothiazole C(C)O[Si](CCCSSC=1SC2=C(N1)C=CC=C2)(OCC)OCC